N-(4-(4-((2-(2,6-dioxopiperidin-3-yl)-1-oxoisoindoline-5-yl)methyl)piperazin-1-yl)-3-(trifluoromethyl)phenyl)-3-(imidazo[1,2-b]pyridazin-3-ylethynyl)-4-methylbenzamide O=C1NC(CCC1N1C(C2=CC=C(C=C2C1)CN1CCN(CC1)C1=C(C=C(C=C1)NC(C1=CC(=C(C=C1)C)C#CC1=CN=C2N1N=CC=C2)=O)C(F)(F)F)=O)=O